C(CC)(=O)OOS(=O)(=O)ON1[C@@H]2CC[C@H](N(C1=O)C2)C(NC2CCNCC2)=O (((((1R,2S,5R)-7-oxo-2-(piperidin-4-ylcarbamoyl)-1,6-diazabicyclo[3.2.1]oct-6-yl) oxy) sulfonyl) oxy) propanoate